S(=O)(=O)(O)O.ON1C(CCC1=O)=O N-hydroxysuccinimide sulfate